C1(=CC=CC2=CC=CC=C12)CN1CC=CC2=CC(=CC=C12)Br N-(1-naphthylmethyl)-6-bromoquinoline